N=1N(N=CC1)C(C)(C)C1=NN(C(=C1)C1(NC=C(C(=N1)NC1=CC=C(C=C1)F)Cl)N)C1CC1 2-(3-(2-(2H-1,2,3-triazol-2-yl)propan-2-yl)-1-cyclopropyl-1H-pyrazol-5-yl)-5-chloro-N4-(4-fluorophenyl)pyrimidine-2,4-diamine